C(C)(C)(C)OC(=O)N1CCC2(CN(C3=C2C=NC(=C3)Cl)C3=NC(=NC=C3)C(C)(F)F)CC1 6'-chloro-1'-(2-(1,1-difluoroethyl)pyrimidin-4-yl)-1',2'-dihydrospiro[piperidine-4,3'-pyrrolo[3,2-c]pyridine]-1-carboxylic acid tert-butyl ester